COC(CC1(CN(C2=CC=C(C=C12)C1=CC=CC=C1)C(=O)OC(C)(C)C)C)=O Tert-butyl 3-(2-methoxy-2-oxoethyl)-3-methyl-5-phenylindoline-1-carboxylate